8-chloro-N-(3-(5-cyclopropyl-1,3,4-thiadiazol-2-yl)phenyl)-N-methyl-[1,2,4]triazolo[4,3-a]quinazolin-5-amine ClC1=CC=C2C(=NC=3N(C2=C1)C=NN3)N(C)C3=CC(=CC=C3)C=3SC(=NN3)C3CC3